N-[(3R)-1-[[4-(trifluoromethyl)phenyl]methyl]pyrrolidin-3-yl]prop-2-enamide FC(C1=CC=C(C=C1)CN1C[C@@H](CC1)NC(C=C)=O)(F)F